Anti-biotin iron [Fe].OC(=O)CCCC[C@@H]1SC[C@@H]2NC(=O)N[C@H]12